CN(CCCNC(OC1=CC=C(C=C1)C1=C(C=C2C(=N1)N(N=C2NC(C2=CN=CC=C2)=O)CCCCCCC)Cl)=O)C 4-(5-chloro-1-heptyl-3-(nicotinamido)-1H-pyrazolo[3,4-b]pyridin-6-yl)phenyl (3-(dimethylamino)propyl)carbamate